N-[(1,1-dioxo-1λ6-thiolan-3-yl)methyl]-5-(4,4,5,5-tetramethyl-1,3,2-dioxaborolan-2-yl)-1H-indazole-3-carboxamide O=S1(CC(CC1)CNC(=O)C1=NNC2=CC=C(C=C12)B1OC(C(O1)(C)C)(C)C)=O